N-(1-cyclopropyl-3-((1-(2-(2,6-dioxopiperidin-3-yl)-1,3-dioxoisoindolin-4-yl)-piperidin-4-yl)amino)-2-oxopropyl)benzamide C1(CC1)C(C(CNC1CCN(CC1)C1=C2C(N(C(C2=CC=C1)=O)C1C(NC(CC1)=O)=O)=O)=O)NC(C1=CC=CC=C1)=O